6-(4-(4-methylpiperazin-1-yl)phenyl)-3H-imidazo[4,5-b]pyridine CN1CCN(CC1)C1=CC=C(C=C1)C=1C=C2C(=NC1)NC=N2